N(=[N+]=[N-])CC1=C(C=CC(=C1)OC)C=1C(=CC(=CC1)OC)C(=O)O.COC=1C=CC2=C(C(NCC3=C2C=CC(=C3)OC)=O)C1 3,9-dimethoxy-6,7-dihydro-5H-dibenzo[c,e]azepin-5-one 2'-(azidomethyl)-4,4'-dimethoxy-[1,1'-biphenyl]-2-carboxylate